6-(4-amino-1-isopropyl-pyrazolo[3,4-d]pyrimidin-3-yl)-N,3-dimethyl-1H-indole-2-carboxamide NC1=C2C(=NC=N1)N(N=C2C2=CC=C1C(=C(NC1=C2)C(=O)NC)C)C(C)C